NC=1C=2N(C(=C(N1)C=1C=C(C#N)C=CC1)C1=C(N=CO1)C)N=C(N2)CC2=C(C=CC=C2F)Cl 3-(8-amino-2-(2-chloro-6-fluorobenzyl)-5-(4-methyl-oxazol-5-yl)-[1,2,4]triazolo[1,5-a]pyrazin-6-yl)benzonitrile